C(CC)OC(C1=CC(=C(C=C1)OCCC)OCCC)=O 3,4-dipropoxybenzoic acid propyl ester